O[C@H]1[C@@H]([C@H]([C@H](C1)O)C\C=C/CCCC(=O)OC(C)C)CC[C@H](CCC1=CC=CC=C1)O (+)-Isopropyl (Z)-7-[(1R,2R,3R,5S)-3,5-dihydroxy-2-[(3R)-3-hydroxy-5-phenylpentyl]cyclopentyl]-5-heptenoate